3H-furo[3,4-f][2]benzofuran-1,3,5,7-tetraone C1(OC(C2=CC3=C(C(OC3=O)=O)C=C21)=O)=O